3-methyl-10-oxo-1,2,3,4,7,8-hexahydropyrido[4',3':3,4]Pyrazolo[1,5-a]Pyrazine CC1CC2=NN3C(C(NCC3)=O)=C2CN1